C1(CCCC1)NC(=O)NC=1C=NN2C1N=C(C=C2NC)NC2=CC=CC=1OCCOC12 1-cyclopentyl-3-(5-((2,3-dihydrobenzo[b][1,4]dioxin-5-yl)amino)-7-(methylamino)pyrazolo[1,5-a]pyrimidin-3-yl)urea